N,N-bis(stearoyloxyethyl)N,N-dimethylammonium chloride [Cl-].C(CCCCCCCCCCCCCCCCC)(=O)OCC[N+](C)(C)CCOC(CCCCCCCCCCCCCCCCC)=O